5-[(1R)-1-(3,5-dichloro-4-pyridinyl)ethoxy]-3-[5-fluoro-6-[(2R,3s)-2-methyl-3-(methylsulfonylmethyl)azetidin-1-yl]-3-pyridinyl]-1-tetrahydropyran-2-yl-indazole ClC=1C=NC=C(C1[C@@H](C)OC=1C=C2C(=NN(C2=CC1)C1OCCCC1)C=1C=NC(=C(C1)F)N1[C@@H]([C@H](C1)CS(=O)(=O)C)C)Cl